CNCCCCCCCCCC N-methyldecan-1-amine